5-(3-(6-((3-(6-((2,6-Dioxopiperidin-3-yl)carbamoyl)pyridin-2-yl)prop-2-yn-1-yl)carbamoyl)pyridin-3-yl)isoquinolin-8-yl)-7-isopropyl-N-methyl-1H-indole-3-carboxamide O=C1NC(CCC1NC(=O)C1=CC=CC(=N1)C#CCNC(=O)C1=CC=C(C=N1)C=1N=CC2=C(C=CC=C2C1)C=1C=C2C(=CNC2=C(C1)C(C)C)C(=O)NC)=O